4-hydroxy-N-((S)-1-(4-(4-methyl-5-thiazolyl)phenyl)ethyl)pyrrolidine-2-carboxamide OC1CC(NC1)C(=O)N[C@@H](C)C1=CC=C(C=C1)C1=C(N=CS1)C